BrC1=CC(=CC2=C1SC(=C2)C=2SC(=C(N2)C)C(=O)O)OCC(C)C 2-(7-bromo-5-isobutoxybenzo[b]thiophen-2-yl)-4-methylthiazole-5-carboxylic acid